4-[[2-(4-Chloro-3-hydroxyphenyl)acetyl]amino]-N-(1-cyano-1-methylethyl)pyridin ClC1=C(C=C(C=C1)CC(=O)NC1=CCN(C=C1)C(C)(C)C#N)O